N[C@H](C1CCN(CC1)C(=O)C=1N=CC=NC1)C1=C(C=C(C(=C1)Cl)Cl)O (R)-5-(4-(amino(4,5-dichloro-2-hydroxyphenyl)methyl)piperidine-1-carbonyl)pyrazin